2-(3,7-dimethylocta-2,6-dien-1-yl)-5-pentyl-4-(thiazol-5-yl)benzene-1,3-diol CC(=CCC1=C(C=C(C(=C1O)C1=CN=CS1)CCCCC)O)CCC=C(C)C